3aH-cyclopenta[d][1,3]dioxol-5-amine O1COC2C1=CC(=C2)N